methyl (S,E)-4-((1-(tert-butoxy)-1-oxopropan-2-yl)(methyl)amino)but-2-enoate C(C)(C)(C)OC([C@H](C)N(C/C=C/C(=O)OC)C)=O